CC(C)(OC(NCCOCCOCC(=O)C1=CC=CC(=N1)C(=O)OC)=O)C methyl 6-(2,2-dimethyl-4-oxo-3,8,11-trioxa-5-azatridecan-13-oyl)picolinate